(S)-4-((S)-2-((tert-butoxycarbonyl)amino)-3-(methoxy(methyl)amino)-3-oxopropyl)-2,2-dimethyl-5-oxopyrrolidine-1-carboxylic acid tert-butyl ester C(C)(C)(C)OC(=O)N1C(C[C@@H](C1=O)C[C@@H](C(=O)N(C)OC)NC(=O)OC(C)(C)C)(C)C